C(CC)OC(CC)=O.C1(=CC=CC=C1)N1N=NN=C1S(=O)(=O)CC(C)C=1N=NC=CC1 3-(1-((1-phenyl-1H-tetrazol-5-yl)sulfonyl)propan-2-yl)pyridazine n-propyl-propanoate